C(C)(C)(C)OC(=O)N1CC(C1)(C)C(C1=CC=C(C=C1)C(C(F)(F)F)(C(F)(F)F)F)(O)C=1C=NC=C(C1)C#N 3-{(5-Cyano-pyridin-3-yl)-hydroxy-[4-(1,2,2,2-tetrafluoro-1-trifluoromethyl-ethyl)-phenyl]-methyl}-3-methyl-azetidine-1-carboxylic acid tert-butyl ester